Cl.C(C=C)NCC=C diallylamine-HCl